C(C=C)[C@H]1N(CCC1)C1=C(C=C(C(=N1)C(=O)OC)[N+](=O)[O-])C(F)(F)F methyl 6-[(2S)-2-allylpyrrolidin-1-yl]-3-nitro-5-(trifluoromethyl)pyridine-2-carboxylate